(3,3-dimethylbutyl)triethoxysilane CC(CC[Si](OCC)(OCC)OCC)(C)C